2-amino-6-methoxy-4-nitrophenol NC1=C(C(=CC(=C1)[N+](=O)[O-])OC)O